C(C)(C)C1=C(NC2=CC=C(C=C12)C1CNCCC1)C=1C=C(C=2N(C1)N=CN2)OC 6-(3-isopropyl-5-(piperidin-3-yl)-1H-indol-2-yl)-8-methoxy-[1,2,4]triazolo[1,5-a]pyridine